IodobenzeneDiacetic Acid IC1=C(C(=CC=C1)CC(=O)O)CC(=O)O